ethyl 1-(3-bromo-2-chloropyridin-4-yl)-3-methyl-1H-pyrazole-5-carboxylate BrC=1C(=NC=CC1N1N=C(C=C1C(=O)OCC)C)Cl